C(C1CO1)[SiH3] glycidyl-silan